ClC1=CC2=C(C3=CC=CC=C3C(=C2C=C1)OC(=O)CCCCCC)OC(=O)CCCCCC 2-chloro-9,10-bis(n-hexylcarbonyloxy)anthracene